C1(CC1)C=1C(=NON1)C(=O)N[C@H](C=1N=C2N(N=CC(=C2)C[C@H]2C(NCCCC2)=O)C1)C1CCC(CC1)(F)F |o1:21| 4-Cyclopropyl-N-((S)-(4,4-difluorocyclohexyl)(7-(((S*)-2-oxoazepan-3-yl)methyl)imidazo[1,2-b]pyridazin-2-yl)methyl)-1,2,5-oxadiazole-3-carboxamide